N-[4-[3-[4-[2-[2-[2-[2-[2-(2-benzyloxyethoxy)ethoxy]ethoxy]ethoxy]ethoxy]ethyl-methyl-amino]phenyl]-3-oxo-propanoyl]-3-hydroxy-2-nitro-phenyl]acetamide C(C1=CC=CC=C1)OCCOCCOCCOCCOCCOCCN(C1=CC=C(C=C1)C(CC(=O)C1=C(C(=C(C=C1)NC(C)=O)[N+](=O)[O-])O)=O)C